C(C)OC1=C(C(C1=O)=O)OCC diethoxy-3-cyclobutene-1,2-dione